N-(1-((4-(3-methyl-1H-indazol-5-yl)phenyl)sulfonyl)piperidin-4-yl)-5-(trifluoromethyl)pyridin-2-amine CC1=NNC2=CC=C(C=C12)C1=CC=C(C=C1)S(=O)(=O)N1CCC(CC1)NC1=NC=C(C=C1)C(F)(F)F